COC=1C=2N(C=C(C1)C1CCN(CC1)C(=O)OC(C)(C)C)N=CN2 tert-butyl 4-(8-methoxy-[1,2,4]triazolo[1,5-a]pyridin-6-yl)piperidine-1-carboxylate